COC(CC(=O)C)=O.N1=CC(=CC=C1)C=1C=C2C(=CC1)OCCC21CC1 6-(3-pyridinyl)-2,3-dihydrospiro[chromen-4,1'-cyclopropane] METHYL-ACETOACETATE